C1CCC2=CC(=CC=C12)N 5-Indanamine